3-{trans-4-[(7-fluoro-4-quinazolinyl)oxy]cyclohexyl}-1-[5-(trifluoromethyl)-3-pyridinyl]-2,4-imidazolidinedione FC1=CC=C2C(=NC=NC2=C1)O[C@@H]1CC[C@H](CC1)N1C(N(CC1=O)C=1C=NC=C(C1)C(F)(F)F)=O